(S)-N-((S)-3-oxo-1-((S)-2-oxopyrrolidin-3-yl)-4-(trifluoromethoxy)butan-2-yl)-5-((N-phenylsulfamoyl)glycyl)-5-azaspiro[2.4]heptane-6-carboxamide O=C([C@H](C[C@H]1C(NCC1)=O)NC(=O)[C@H]1N(CC2(CC2)C1)C(CNS(NC1=CC=CC=C1)(=O)=O)=O)COC(F)(F)F